CC1=CC(=NC=C1)N 4-methylpyridin-2-amine